[Cl-].[Cl-].[Zr+2].C(CC1C=CC2=CC=CC=C12)C1C=CC2=CC=CC=C12 ethylenebis(indene) zirconium dichloride